(2S)-N-[(1S)-1-cyano-2-[5-(1-ethyl-2-oxo-3H-indol-6-yl)thieno[3,2-b]thiophen-2-yl]ethyl]-1,4-oxazocane-2-carboxamide C(#N)[C@H](CC1=CC2=C(S1)C=C(S2)C2=CC=C1CC(N(C1=C2)CC)=O)NC(=O)[C@H]2OCCCCNC2